5-(2-Chloro-5-fluoropyrimidin-4-yl)-7-(2-methoxyethyl)-1,1-dimethyl-3-oxoisoindoline ClC1=NC=C(C(=N1)C=1C=C2C(NC(C2=C(C1)CCOC)(C)C)=O)F